C(CCCCCCCCCC(=O)O)(=O)O.BrC(C(=O)C1=CC=C(C=C1)OC)C 2-bromo-1-(4-methoxyphenyl)propan-1-one undecandioate